rac-N-((3S,4S)-3-(4-chlorophenyl)-4-fluoropyrrolidin-3-yl)-4-(trifluoromethoxy)benzenesulfonamide ClC1=CC=C(C=C1)[C@@]1(CNC[C@@H]1F)NS(=O)(=O)C1=CC=C(C=C1)OC(F)(F)F |r|